NC(C(C1=C(C=CC=C1)OCCCCCC(=O)NO)N(C(=O)C1=CC=C(C=C1)C1=CC=CC=C1)C1CC1)=O N-(2-amino-1-(2-((6-(hydroxyamino)-6-oxohexyl)oxy)phenyl)-2-oxoethyl)-N-cyclopropyl-[1,1'-biphenyl]-4-carboxamide